[N+](=O)([O-])C=1C=C(C=CC1NCCSC1=CC=CC=C1)S(=O)(=O)NC(=O)C=1N=NC(=CC1)N1CCNCC1 N-[3-nitro-4-(2-phenylsulfanylethylamino)phenyl]sulfonyl-6-piperazine-1-ylpyridazine-3-carboxamide